C1(=CC=CC=C1)C1=NOC(=C1)CC(C(=O)O)C(=O)O 2-((3-phenylisoxazol-5-yl)methyl)malonic acid